ClC1=CC(=C(COC2=CC=CC(=N2)C2=CC(=C(C=3CCOC32)CC3=NC2=C(N3C[C@H]3OCC3)C=C(C=C2OC)C(=O)O)F)C=C1)F (S)-2-((7-(6-((4-chloro-2-fluorobenzyl)oxy)pyridin-2-yl)-5-fluoro-2,3-dihydrobenzofuran-4-yl)methyl)-4-methoxy-1-(oxetane-2-ylmethyl)-1H-benzo[d]Imidazole-6-carboxylic acid